FC1=C2NC(C=3N(C2=C(C(=C1)C1=C2C=CNC2=CC(=C1)F)C)C(=NN3)C)(C)C 6-fluoro-8-(6-fluoro-1H-indol-4-yl)-1,4,4,9-tetramethyl-5H-[1,2,4]triazolo[4,3-a]quinoxaline